O1CCN(CC1)C=1N=C2N(C=CC3=CC=CC=C23)C(C1)=O 2-morpholino-4H-pyrimido[2,1-a]isoquinolin-4-one